N-[4-(3-chloro-4-cyano-phenoxy)cyclohexyl]-4-[4-(hydroxymethyl)-1-piperidyl]benzamide ClC=1C=C(OC2CCC(CC2)NC(C2=CC=C(C=C2)N2CCC(CC2)CO)=O)C=CC1C#N